2-(5-(oxiran-2-yl)-1,3,4-oxadiazol-2-yl)-N-(4-(trifluoromethyl)phenyl)aniline O1C(C1)C1=NN=C(O1)C1=C(NC2=CC=C(C=C2)C(F)(F)F)C=CC=C1